C(C)OS(=O)(=O)[O-].C(CC)[N+](CC)(C)C propyl-dimethyl-ethyl-ammonium ethylsulfate